4-[[2-(cyclohexylmethyl)-5-methyl-4-(trifluoromethyl)pyrazole-3-carbonyl]amino]pyridine-2-carboxamide C1(CCCCC1)CN1N=C(C(=C1C(=O)NC1=CC(=NC=C1)C(=O)N)C(F)(F)F)C